6,6'-bis-(2-phenylethynyl)-2,2'-bis(2-hydroxyethoxy)-1,1'-binaphthyl C1(=CC=CC=C1)C#CC=1C=C2C=CC(=C(C2=CC1)C1=C(C=CC2=CC(=CC=C12)C#CC1=CC=CC=C1)OCCO)OCCO